(S)-1'-(6-((6-chloroimidazo[1,2-a]pyridin-3-yl)thio)pyrido[2,3-b]pyrazin-2-yl)-1,3-dihydrospiro[inden-2,4'-piperidin]-1-amine ClC=1C=CC=2N(C1)C(=CN2)SC=2C=CC=1C(=NC=C(N1)N1CCC3(CC1)[C@@H](C1=CC=CC=C1C3)N)N2